C([O-])[O-].[Ti+4].C([O-])[O-] titanium carbonite